Thionin S1C=CC=CC=CC=C1